C(C)C(CN1C(C2=CN(C(C2=C1)=O)CC(CCCC)CC)=O)CCCC 2,5-bis(2-ethylhexyl)-2,5-dihydropyrrolo[3,4-C]pyrrole-1,4-dione